N-(2-(cyclohex-1-en-1-yl)ethyl)-2-(3-(4-methoxyphenyl)-6-oxopyridazin-1(6H)-yl)acetamide C1(=CCCCC1)CCNC(CN1N=C(C=CC1=O)C1=CC=C(C=C1)OC)=O